N'-(3,5-dibromo-6-methyl-pyrazin-2-yl)-N-hydroxy-formamidine BrC=1C(=NC(=C(N1)Br)C)N=CNO